Trans-(1R,2R)-1-(2-chlorophenyl)-N1-methyl-N2-[3-(pyrrolidin-1-yl)propyl]-cyclohexane-1,2-diamine trihydrochloride Cl.Cl.Cl.ClC1=C(C=CC=C1)[C@]1([C@@H](CCCC1)NCCCN1CCCC1)NC